4-[(2-fluoro-6-methoxybenzyl)amino]-2-[(1-cyclohexyl-1H-pyrazol-4-yl)amino]pyrimidin-5-carboxamide FC1=C(CNC2=NC(=NC=C2C(=O)N)NC=2C=NN(C2)C2CCCCC2)C(=CC=C1)OC